2,3-dicarboxyphenyl sulfone C(=O)(O)C1=C(C=CC=C1C(=O)O)S(=O)(=O)C1=C(C(=CC=C1)C(=O)O)C(=O)O